C1(CCC1)C1CC2(C1)NC(N(C2=O)C2=CN=CC1=CC=C(C=C21)OC)=O 2-cyclobutyl-7-(6-methoxyisoquinolin-4-yl)-5,7-diazaspiro[3.4]octane-6,8-dione